BrC(C(C(C)=O)=O)C 4-bromopentane-2,3-dione